CC1OC2=CC=C(C=C2CC1)N Methylchroman-6-amine